(5S)-1'-[7-(2,3-difluorophenyl)-6-methyl-pyrazolo[1,5-a]pyrazin-4-yl]-2-methoxy-spiro[5,7-dihydrocyclopenta[b]pyridine-6,4'-piperidine]-5-amine FC1=C(C=CC=C1F)C1=C(N=C(C=2N1N=CC2)N2CCC1(CC2)[C@@H](C=2C(=NC(=CC2)OC)C1)N)C